The molecule is a carboxylic ester obtained by the formal condensation of the 4-carboxy group of (2R)-2-hydroxy-2-{(3R,5R)-2-oxo-5-[(1E,5Z,8Z)-tetradeca-1,5,8-trien-1-yl]tetrahydrofuran-3-yl}butanedioic acid with the hydroxy group of 3-carboxy-2,3-dideoxy-L-threo-pentaric acid. It is a fungal metabolite that acts as an inhibitor of geranylgeranyltransferase type I(GGTase I) of pathogenic fungal species. It has a role as a metabolite, an antifungal agent and an EC 2.5.1.59 (protein geranylgeranyltransferase type I) inhibitor. It is a tetracarboxylic acid, a carboxylic ester and a butan-4-olide. It derives from a pentaric acid. CCCCC/C=C\\C/C=C\\CC/C=C/[C@H]1C[C@@H](C(=O)O1)[C@](CC(=O)O[C@H]([C@H](CC(=O)O)C(=O)O)C(=O)O)(C(=O)O)O